1-(6H-thieno[2,3-e]indazol-2-yl)ethan-1-one S1C(=CC=2C1=C1C=NNC1=CC2)C(C)=O